N1(C=NC=C1)C=1C=CC(=C(C1)O)C=1N=NC(=CC1)N(C1C[C@]2(CC[C@@](C1)(N2C)C)C)C 5-(1H-imidazol-1-yl)-2-(6-(methyl((1R,3s,5S)-1,5,8-trimethyl-8-azabicyclo[3.2.1]octan-3-yl)amino)pyridazin-3-yl)phenol